5-[7-[[5-[(3R)-3-(dimethylamino)pyrrolidine-1-carbonyl]pyridin-2-yl]amino]-3-methylimidazo[4,5-b]pyridin-5-yl]oxy-4-methyl-pyridine-2-carbonitrile CN([C@H]1CN(CC1)C(=O)C=1C=CC(=NC1)NC1=C2C(=NC(=C1)OC=1C(=CC(=NC1)C#N)C)N(C=N2)C)C